N[C@](COC1=C(C=C(C=N1)C1=CC(=NC=C1)C(F)F)C#N)(CC(C)C)C (S)-6-((2-amino-2,4-dimethylpentyl)oxy)-2'-(difluoromethyl)-[3,4'-bipyridine]-5-carbonitrile